silachromene C1=CC=C2C(=C1)C=C[Si]O2